5,6-difluoroindol-2-one FC1=CC2=CC(N=C2C=C1F)=O